2-(7-methoxynaphthalene-1-yl)ethylamine hydrochloride Cl.COC1=CC=C2C=CC=C(C2=C1)CCN